((R)-2-hydroxy-2-((S)-1,2,3,4-tetrahydroisoquinolin-3-yl)ethyl)-6-(2-methoxy-7-azaspiro[3.5]nonane-7-carbonyl)-4,4-dimethyl-3,4-dihydroisoquinolin-1(2H)-one hydrochloride Cl.O[C@H](CN1C(C2=CC=C(C=C2C(C1)(C)C)C(=O)N1CCC2(CC(C2)OC)CC1)=O)[C@H]1NCC2=CC=CC=C2C1